The molecule is a monocarboxylic acid amide in which 2,6-dimethylphenylaniline and isobutyric acid have combined to form the amide bond; used as a local anaesthetic. It has a role as a local anaesthetic, an anti-arrhythmia drug and a sodium channel blocker. CC1=C(C(=CC=C1)C)NC(=O)C(C)N